C(C)(C)(C)OC(=O)N1[C@@H]([C@@H]([C@H](C1)F)N=[N+]=[N-])C(NC1=NC(=CC=C1)Br)=O (2S,3S,4S)-3-azido-2-(6-bromopyridin-2-ylcarbamoyl)-4-fluoropyrrolidine-1-carboxylic acid tert-butyl ester